methyl 7-{[4-(3-cyano-6-isopropyl-7-oxo-4,7-dihydropyrazolo[1,5-a]pyrimidin-5-yl)phenethyl](methyl)amino}heptanoate C(#N)C=1C=NN2C1NC(=C(C2=O)C(C)C)C2=CC=C(CCN(CCCCCCC(=O)OC)C)C=C2